ClC=1N=C2C(=C(C(N(C2=CC1)C)=O)C#N)N(C)[C@@H]1CC[C@H](CC1)N(C)C1=C(C=C(C=C1)F)OC trans-6-chloro-4-((4-((4-fluoro-2-methoxyphenyl)(methyl)amino)cyclohexyl)(methyl)amino)-1-methyl-2-oxo-1,2-dihydro-1,5-naphthyridine-3-carbonitrile